NC1=C2C(=NC=N1)N(N=C2C=2C=CC1=C(N=C(O1)N)C2)CC=2C=C1CC[NH2+]CC1=CC2 6-{[4-amino-3-(2-amino-1,3-benzoxazol-5-yl)-1H-pyrazolo[3,4-d]pyrimidin-1-yl]methyl}-1,2,3,4-tetrahydroisoquinolin-2-ium